C(#CC)C1=NNC2=NC=NC=C21 3-prop-1-ynyl-pyrazolo[3,4-d]Pyrimidine